7-bromo-1-methyl-4-{4-methyl-4-[6-(trifluoromethoxy)-1,3-benzoxazol-2-yl]piperidin-1-yl}-2-oxo-1,2-dihydroquinoline-3-carbonitrile BrC1=CC=C2C(=C(C(N(C2=C1)C)=O)C#N)N1CCC(CC1)(C=1OC2=C(N1)C=CC(=C2)OC(F)(F)F)C